[(2R,3S,4R,5R)-5-[4-(cyclopentylamino)-2-[(3S)-3-hydroxybut-1-ynyl]pyrrolo[2,3-d]-pyrimidin-7-yl]-3,4-dihydroxy-tetrahydro-furan-2-yl]methoxy-methylphosphonic acid C1(CCCC1)NC=1C2=C(N=C(N1)C#C[C@H](C)O)N(C=C2)[C@H]2[C@@H]([C@@H]([C@H](O2)COCP(O)(O)=O)O)O